OC1CN(C1)C1=NC=C(C(=C1)N1N=CC(=C1C(F)(F)F)C(=O)N)C 1-(2-(3-hydroxyazetidin-1-yl)-5-methylpyridin-4-yl)-5-(trifluoromethyl)-1H-pyrazole-4-carboxamide